C1(CC1)C=1N=NN(C1)[C@H](C(=O)N1[C@@H](C[C@H](C1)O)C(=O)NCCF)C(C)(C)C (2S,4R)-1-((S)-2-(4-cyclopropyl-1H-1,2,3-triazol-1-yl)-3,3-dimethylbutanoyl)-N-(2-fluoroethyl)-4-hydroxypyrrolidine-2-carboxamide